COC(C1=CC(=CC(=C1)OC[C@@H]1COCC1)C=1SC(=CN1)Cl)=O 3-(5-chloro-1,3-thiazol-2-yl)-5-[(3S)-tetrahydrofuran-3-ylmethoxy]benzoic acid methyl ester